8-chloro-7H-benzo[c]carbazole ClC1=CC=CC=2C=3C4=C(C=CC3NC12)C=CC=C4